CC1=C(C=CC(=C1)C)C1=NC(=NC(=N1)C1=C(C=C(C=C1)C)C)C1=C(C=C(OC(C(=O)OC)(C)C)C=C1)O methyl 2-[4-[4,6-bis(2,4-dimethylphenyl)-1,3,5-triazin-2-yl]-3-hydroxy-phenoxy]-2-methyl-propanoate